8-(3,4-difluorophenyl)-9-(4-((1-(3-fluoropropyl)azetidin-3-yl)methyl)phenyl)-7-methyl-6,7-dihydro-5H-benzo[7]annulene-3-carboxylic acid FC=1C=C(C=CC1F)C=1C(CCC2=C(C1C1=CC=C(C=C1)CC1CN(C1)CCCF)C=CC(=C2)C(=O)O)C